trimethylbenzoylphenylbenzoylphenylphosphine oxide CC=1C(=C(C(=C(C1)P(C(C1=CC=CC=C1)=O)(C1=CC=CC=C1)=O)C(C1=CC=CC=C1)=O)C)C